OC(CN(CC[C@@H](C(=O)O)NC1=NC=NC=C1)CCCCC1=NC=2NCCCC2C=C1)(C)C (S)-4-((2-hydroxy-2-methylpropyl)(4-(5,6,7,8-tetrahydro-1,8-naphthyridin-2-yl)butyl)amino)-2-(pyrimidin-4-ylamino)butyric acid